C(\C=C\C=C\C)(=O)N[C@H](C)C(=O)O sorboyl-D-alanine